FC=1C=C(C=CC1)CSCC1=CC(=CC=C1)F bis[(3-fluorophenyl)methyl] sulfide